N-(trifluoroacetyl)9-bromo-1-methyl-2,3,4,5-tetrahydro-1H-benzofuro[3,2-c]azepine FC(C(=O)N1C(C2=C(CCC1)OC1=C2C=C(C=C1)Br)C)(F)F